P(=O)([O-])([O-])[O-].C(CCCCCCC)C([NH+](CC(CCCC)CC)CC(CCCC)CC)(CCCCCCCC)CCCCCCCC.C(CCCCCCC)C(CCCCCCCC)(CCCCCCCC)[NH+](CC(CCCC)CC)CC(CCCC)CC.C(CCCCCCC)C(CCCCCCCC)(CCCCCCCC)[NH+](CC(CCCC)CC)CC(CCCC)CC tri-n-octyl-methyl-bis(2-ethylhexyl)ammonium phosphate